2-ethylpyrrolidine-1-carboxylic acid tert-butyl ester C(C)(C)(C)OC(=O)N1C(CCC1)CC